CC(C)([Si](OCCOCCOCCOC1=NN=C(S1)N)(C1=CC=CC=C1)C1=CC=CC=C1)C 5-((2,2-dimethyl-3,3-diphenyl-4,7,10-trioxa-3-siladodec-12-yl)oxy)-1,3,4-thiadiazol-2-amine